methyl 4-hydroxy-3,4-dihydro-2H-pyrano[2,3-c]pyridine-8-carboxylate OC1CCOC2=C(N=CC=C21)C(=O)OC